4-Ethyl-2,5-dimeth-oxyphenethylamine C(C)C1=CC(=C(CCN)C=C1OC)OC